ClC(CCCCCCCC1=NSCC1=O)Cl Dichlorooctyl-isothiazolinone